(S)-N,N-diethyl-1-(methylsulfinyl)methanamide C(C)N(C(=O)[S@@](=O)C)CC